NC(CC[C@@]1(C[C@H](N(C1)C(=O)OC(C)(C)C)C(=O)OC)C(=O)OCC)=O 1-(tert-butyl) 4-ethyl 2-methyl (2s,4S)-4-(3-amino-3-oxopropyl)pyrrolidine-1,2,4-tricarboxylate